5-chloro-2'-methyl-[4,5'-bipyrimidine]-2-carboxylic acid ClC=1C(=NC(=NC1)C(=O)O)C=1C=NC(=NC1)C